C1(CC1)CNC(C=1C=C(C=CC1)NC(=O)C=1N(N=C(C1)C(F)(F)F)C1=CC(=CC=C1)C#N)C1=CC=C(C2=CC=CC=C12)N(C)C 2-(3-Cyano-phenyl)-5-trifluoromethyl-2H-pyrazole-3-carboxylic acid (3-[(cyclopropylmethyl-amino)-(4-dimethylamino-naphthalen-1-yl)-methyl]-phenyl) amide